glyoxal sodium bisulphite hydrate O.S([O-])(O)=O.[Na+].C(=O)C=O